C(C)(C)C1=CC(=NN1)C1=NC(=NO1)C1(CC1)C1=C(C=CC=C1)C 5-(5-isopropyl-1H-pyrazol-3-yl)-3-(1-(o-tolyl)cyclopropyl)-1,2,4-oxadiazole